O1C(=NN=C1)C1=C(NC2=CC=C(C=C2)C(F)(F)F)C=CC=C1 2-(1,3,4-oxadiazol-2-yl)-N-[4-(trifluoromethyl)phenyl]aniline